C(C)(C)NC(=O)C=1C(=NN(C1\C=C\C1=CC=CC=C1)C1=CC=CC=C1)C1=CC=CC=C1 (E)-N-isopropyl-1,3-diphenyl-5-styryl-1H-pyrazole-4-carboxamide